S1CNC(CC1)C(=O)O 1,3-THIAZINANE-4-CARBOXYLIC ACID